F[Sb-](F)(F)(F)(F)F.C1(=CC=CC=C1)[S+](C1=CC=C(C=C1)SC1=CC=CC=C1)C1=CC=CC=C1 diphenyl-[4-(phenylsulfanyl)phenyl]-sulfonium hexafluoroantimonate